ClC1=NC=C2N(C(N(C2=N1)C1CC2(C1)CC(C2)CO)=O)C 2-chloro-9-(6-(hydroxymethyl)spiro[3.3]heptan-2-yl)-7-methyl-7,9-dihydro-8H-purin-8-one